ClC=1C=C(SC1)F 4-chloro-2-fluoro-thiophene